C(C(C)C)C1=C(C(=NN1CCC)CC)O 5-isobutyl-3-ethyl-4-hydroxy-1-n-propyl-pyrazole